C(C)C(CC(C(C(=O)O)CC(CCCC)CC)C(=O)O)CCCC.OCC(O)CO glycerol di(2-ethylhexyl)succinate